CC/C=C\\C/C=C\\C/C=C\\CCCCCC(=O)O The molecule is a hexadecatrienoic acid having Z double bonds at positions 7, 10 and 13. It is a hexadecatrienoic acid and an omega-3 fatty acid. It is a conjugate acid of a (7Z,10Z,13Z)-hexadecatrienoate.